C[Si](OC1=C(CC1)O[Si](C)(C)C)(C)C di(trimethylsiloxy)cyclobutene